1-(3-chlorophenyl)-2-methyl-3-phenylpropane-1,3-dione ClC=1C=C(C=CC1)C(C(C(=O)C1=CC=CC=C1)C)=O